NC1=NC(=C2N=CN(C2=N1)[C@H]1[C@]([C@@H]([C@H](O1)COP(=O)(OC1=CC=CC=C1)N[C@@H](C)C(=O)OC(C)C)O)(C)F)N(C)C isopropyl ((((R)-(2R,3R,4R,5R)-5-(2-amino-6-(dimethylamino)-9H-purin-9-yl)-4-fluoro-3-hydroxy-4-methyltetrahydrofuran-2-yl)methoxy)-phenoxy-phosphoryl)-L-alaninate